C(=O)(OCC1=CC=CC=C1)N1[C@@H](CCC1)C(=O)O |o1:11| (S) or (R)-N-Cbz-proline